N,N-dimethylaminoflavone CN(C)C1=C(OC2=CC=CC=C2C1=O)C1=CC=CC=C1